methyl 4-[5-(3,3-difluoroazetidin-1-yl)-3-fluoropyridin-2-yl]-5-methylthiophene-2-carboxylate FC1(CN(C1)C=1C=C(C(=NC1)C=1C=C(SC1C)C(=O)OC)F)F